epiminocyclohepta[b]pyridine N1C=2C(=CC3=C1N3)C=CC=CC2